C(#N)C1=C(C=C(OC2C(C(C2(C)C)NC(C2=CC=C(C=C2)N2CCC(CC2)C=O)=O)(C)C)C=C1C)C N-[3-(4-cyano-3,5-dimethyl-phenoxy)-2,2,4,4-tetramethyl-cyclobutyl]-4-(4-formyl-1-piperidyl)benzamide